3-(Benzyloxy)-7-methoxy-1-methyl-9H-pyrido[3,4-b]indole C(C1=CC=CC=C1)OC1=CC2=C(NC3=CC(=CC=C23)OC)C(=N1)C